tert-butyl 4-(7-bromo-2-chloro-8-fluoro-6-(trifluoromethyl) quinazolin-4-yl)piperazine-1-carboxylate BrC1=C(C=C2C(=NC(=NC2=C1F)Cl)N1CCN(CC1)C(=O)OC(C)(C)C)C(F)(F)F